NC1(CCN(CC1)CC1=C(C=C(C(=C1)Cl)Cl)O)CO 2-[[4-amino-4-(hydroxymethyl)piperidin-1-yl]methyl]-4,5-dichlorophenol